C(CCC)OC(=O)CCCCCCOC=1C2=CC=CC=C2C(=C2C=CC=CC12)OCCCCCCC(=O)OCCCC 9,10-bis(n-butoxycarbonylhexyleneoxy)anthracene